CC1=NC(=NC=C1C=1C=NOC1)N1CCC2(C(N3[C@H](O2)CC[C@H]3C3=CC=CC=C3)=O)CC1 (5'S,7a'R)-1-[4-methyl-5-(1,2-oxazol-4-yl)pyrimidin-2-yl]-5'-phenyltetrahydro-3'H-spiro[piperidine-4,2'-pyrrolo[2,1-b][1,3]oxazol]-3'-one